BrC1=C(C=CC=C1Br)O 2,3-dibromophenol